ethyl N-[2-(1-methyl-1H-pyrazol-4-yl)-7-(trifluoromethyl)[1,2,4]triazolo[1,5-c]quinazolin-5-yl]-D-alaninate CN1N=CC(=C1)C1=NN2C(=NC=3C(=CC=CC3C2=N1)C(F)(F)F)N[C@H](C)C(=O)OCC